C(CC)S(=O)(=O)C(C)C isopropyl propyl sulfone